ClC=1N=C(C2=C(N1)N=C(C=C2)Cl)C2=CC=C(C=C2)C 2,7-dichloro-4-(p-tolyl)pyrido[2,3-d]pyrimidine